CC1(CC2=CC=C(C=C2C1)C)CO (-)-2,5-dimethyl-2-indanmethanol